CC=1C(OC2(C1C1=CC=CC=C1)CC1(CCCC1)CO2)=O 3-Methyl-4-phenyl-1,13-dioxadispiro[4.1.47.25]tridec-3-en-2-one